[(R)-(3-fluorophenyl)-[(2S,5R)-5-isopropyl-3,6-dimethoxy-2,5-dihydropyrazin-2-yl]methyl]-2-methyl-propane-2-sulfinamide FC=1C=C(C=CC1)[C@H]([C@@H]1N=C([C@H](N=C1OC)C(C)C)OC)CC(C)(S(=O)N)C